O.[F-].[Cr+2].[F-] chromium(II) fluoride hydrate